(S)-4-hydroxy-4-methylpentan-2-yl hydrogen ((S)-3-hydroxy-2-(5-(4-methoxy-3-propoxyphenyl) pyridin-3-yl) propyl) borate B(O[C@@H](C)CC(C)(C)O)(O)OC[C@H](CO)C=1C=NC=C(C1)C1=CC(=C(C=C1)OC)OCCC